N1(C=NC=C1)C1=C(C=C(C2=C1CCO2)C2=CC=C(C=C2)OC(F)(F)F)N 4-(1H-Imidazol-1-yl)-7-(4-(trifluoromethoxy)phenyl)-2,3-dihydrobenzofuran-5-amine